C1(CCCC1)C=1N=NN(N1)C1CCN(CC1)C(CC1=NC(=NO1)C)=O 1-(4-(5-cyclopentyl-2H-tetrazol-2-yl)piperidin-1-yl)-2-(3-methyl-1,2,4-oxadiazol-5-yl)ethan-1-one